(S)-N-(1-(2-Methoxyquinolin-5-yl)cyclopropyl)-2-methyl-5-((1-methylazetidin-2-yl)methoxy)benzamide COC1=NC2=CC=CC(=C2C=C1)C1(CC1)NC(C1=C(C=CC(=C1)OC[C@H]1N(CC1)C)C)=O